NC1=C2C(=NC=N1)N(N=C2C=2C(=NC(=CC2)OC2=CC=CC=C2)F)[C@H]2CN(CCC2)C(=O)C(C#N)=CC(C)(N2CCN(CC2)C2COC2)C (R)-2-(3-(4-amino-3-(2-fluoro-6-phenoxypyridin-3-yl)-1H-pyrazolo[3,4-d]pyrimidin-1-yl)piperidine-1-carbonyl)-4-methyl-4-(4-(oxetan-3-yl)piperazin-1-yl)pent-2-enenitrile